CC=1C2CC(C(C1C)(C2)C(=C)C)CO 5,6-Dimethyl-1-(1-methylethenyl)bicyclo[2.2.1]hept-5-ene-2-methanol